10-(4,4,5,5-tetramethyl-1,3,2-dioxaborolan-2-yl)indolo[3,2,1-jk]carbazole CC1(OB(OC1(C)C)C1=CC=2N3C4=C(C=CC=C4C2C=C1)C1=CC=CC=C13)C